N-(5-bromothien-3-yl)carbamic acid tert-butyl ester C(C)(C)(C)OC(NC1=CSC(=C1)Br)=O